N-(8-quinolinyl)-2,3,4,5-tetrachlorophthalimide N1=CC=CC2=CC=CC(=C12)N1C(C2C(C1=O)(C(=C(C(=C2)Cl)Cl)Cl)Cl)=O